ethyl 5-(3-chlorophenyl)-2-((1,2,3,5,6,7-hexahydro-s-indacene-4-yl)amino)-4,5-dihydrooxazole-5-carboxylate ClC=1C=C(C=CC1)C1(CN=C(O1)NC1=C2CCCC2=CC=2CCCC12)C(=O)OCC